C(C1=CC=CC=C1)OC(N[C@@H]1CN(CCC1)C1=C2C(=C(NC2=C(C=C1)C#N)C)C)=O (S)-(1-(7-cyano-2,3-dimethyl-1H-indol-4-yl)piperidin-3-yl)carbamic acid benzyl ester